methyl 2-(4-cyanopyridin-3-yl)acetate C(#N)C1=C(C=NC=C1)CC(=O)OC